C(C)(C)(C)OC(NC1CC=2N(C3=C(C1)C=C(C=C3)C(F)(F)F)C(=NN2)[C@@H]2CC[C@H](CC2)OC2=NC=CC=C2)=O {1-[trans-4-(pyridin-2-yloxy)cyclohexyl]-8-(trifluoromethyl)-5,6-dihydro-4H-[1,2,4]triazolo[4,3-a][1]benzazepin-5-yl}carbamic acid tert-butyl ester